oxothiochromen-2,8-dicarboxylic acid O=S1C(C=CC2=CC=CC(=C12)C(=O)O)C(=O)O